1,3,5-tri(4-cyanophenyl)triazine C(#N)C1=CC=C(C=C1)N1NN(CC(=C1)C1=CC=C(C=C1)C#N)C1=CC=C(C=C1)C#N